3-bromo-5-fluoro-1-(tetrahydro-2H-pyran-2-yl)-1H-pyrazolo[3,4-B]pyridine BrC1=NN(C2=NC=C(C=C21)F)C2OCCCC2